[Si].[Al].[Fe] iron-aluminum-silicon